FC(C1CCC(CO1)N)(F)F 6-(trifluoromethyl)tetrahydropyran-3-amine